C1(CCC1)CN1C=NC(=C1)NC(C1=CC(=C(C=C1)C)C#CC=1C=NC=CC1)=O N-[1-(cyclobutylmethyl)imidazol-4-yl]-4-methyl-3-[2-(3-pyridyl)ethynyl]benzamide